2-(5-(trifluoromethyl)pyrimidin-2-yl)-2,8-diazaspiro[4.5]decane hydrochloride Cl.FC(C=1C=NC(=NC1)N1CC2(CC1)CCNCC2)(F)F